2-[(3,3-dimethyl-1-oxo-1,3-dihydro-2-benzofuran-5-yl)amino]-4-{[(1S)-2-hydroxy-1-phenylethyl]amino}-N-[3-(1H-imidazol-1-yl)propyl]pyrimidine-5-carboxamide CC1(OC(C2=C1C=C(C=C2)NC2=NC=C(C(=N2)N[C@H](CO)C2=CC=CC=C2)C(=O)NCCCN2C=NC=C2)=O)C